C(=O)OC=C(CC[C@H]1C(CC[C@H]2C(CCC[C@]12C)(C)C)=C)C [4-[(1S,4aS,8aS)-5,5,8a-trimethyl-2-methylene-decalin-1-yl]-2-methyl-but-1-enyl] formate